1-(2-(pyrazolo[5,1-b]thiazole-7-carbonyl)-2-azaspiro[3.3]heptan-6-yl)-3-(4-(trifluoromethyl)pyridin-2-yl)urea S1C=2N(C=C1)N=CC2C(=O)N2CC1(C2)CC(C1)NC(=O)NC1=NC=CC(=C1)C(F)(F)F